3,5-difluoro-N-(4-methoxybenzyl)-N-methyl-4-(7-methyl-3-(morpholin-2-ylmethyl)imidazo[1,2-a]pyridin-2-yl)benzenesulfonamide hydrochloride Cl.FC=1C=C(C=C(C1C=1N=C2N(C=CC(=C2)C)C1CC1CNCCO1)F)S(=O)(=O)N(C)CC1=CC=C(C=C1)OC